1-imino-4-(((7-methoxyquinolin-4-yl)oxy)methyl)hexahydro-1λ6-thiopyran 1-oxide N=S1(CCC(CC1)COC1=CC=NC2=CC(=CC=C12)OC)=O